ClC1=NN2C(C(=N1)N[C@H]1[C@H]([C@H]3C(C[C@@H]1CC3)(F)F)C(=O)OCC)=CC=C2 Ethyl (1S,2S,3R,4S)-3-((2-chloropyrrolo[2,1-f][1,2,4]triazin-4-yl)amino)-6,6-difluorobicyclo[2.2.2]octane-2-carboxylate